7-carboxyheptyl-triethoxysilane C(=O)(O)CCCCCCC[Si](OCC)(OCC)OCC